FC=1C=C2CCCC(C2=C(C1)F)N1C=C(C=2[C@@H](C(CCC12)(F)F)O)S(=O)(=O)C(F)F (4S)-1-(6,8-Difluoro-1,2,3,4-tetrahydronaphthalen-1-yl)-3-((difluoromethyl)sulfonyl)-5,5-difluoro-4,5,6,7-tetrahydro-1H-indol-4-ol